COC1=C(C=C(C=C1)C(F)(F)F)CCC 1-[2-methoxy-5-(trifluoromethyl)phenyl]propan